COC(C1=C(C=CC=C1)\N=C/C(CC1=CC=C(C=C1)C(C)(C)C)C)=O.C(C)ON[SiH3] ethoxyaminosilane Methyl-(Z)-2-((3-(4-(tert-butyl)phenyl)-2-methylpropylidene)amino)benzoat